C(C)C1=NC(=CC=C1N)N1CCC(CC1)C 2-ethyl-6-(4-methylpiperidin-1-yl)pyridin-3-amine